2-[1-[3-[3-[[tert-butyl(dimethyl)silyl]oxymethyl]phenyl]-1-tetrahydropyran-2-yl-indazol-5-yl]oxycyclopropyl]ethanamine [Si](C)(C)(C(C)(C)C)OCC=1C=C(C=CC1)C1=NN(C2=CC=C(C=C12)OC1(CC1)CCN)C1OCCCC1